oxyethyleneether sodium sulfate S(=O)(=O)([O-])[O-].[Na+].O1CCO1.[Na+]